CC1C(N(C2CC1C2)C(=O)C2=NC(=CC=C2N2N=CC=N2)C)CNC=2SC1=NC=CC=C1N2 cis-N-({4-Methyl-2-[6-methyl-3-(2H-1,2,3-triazol-2-yl)pyridin-2-carbonyl]-2-azabicyclo[3.1.1]heptan-3-yl}methyl)-[1,3]thiazolo[5,4-b]pyridin-2-amin